5-hydroxy-4-(4-hydroxy-3-methoxyphenyl)chroman-2-one OC1=C2C(CC(OC2=CC=C1)=O)C1=CC(=C(C=C1)O)OC